Boc-L-tyrosine methyl ester COC([C@@H](NC(=O)OC(C)(C)C)CC1=CC=C(C=C1)O)=O